Azaspiro[3.5]nonan-7-ol N1CCC12CCC(CC2)O